((5-chloro-6-(oxazol-4-yl)-1H-indol-2-yl)methyl)acetamide ClC=1C=C2C=C(NC2=CC1C=1N=COC1)CCC(=O)N